2-(2-fluoro-4-(2-oxo-2-((5-(3-(trifluoromethyl)-1H-pyrazol-4-yl)benzo[d]thiazol-2-yl)amino)ethyl)phenoxy)nicotinamide FC1=C(OC2=C(C(=O)N)C=CC=N2)C=CC(=C1)CC(NC=1SC2=C(N1)C=C(C=C2)C=2C(=NNC2)C(F)(F)F)=O